S1C(SCCC1)C(\C(=C\C1=CC=C(C=C1)OC(F)(F)F)\C1=CC=CC=C1)=O (E)-1-(1,3-Dithian-2-yl)-2-phenyl-3-(4-(trifluoromethoxy)phenyl)prop-2-en-1-one